OC1(CC(C1)C1=CC=C2C=CC(=NC2=N1)C1=C(C=C(C=C1C)C)O)C 2-[7-(3-hydroxy-3-methyl-cyclobutyl)-1,8-naphthyridin-2-yl]-3,5-dimethylphenol